FC=1C(=C(C=C(C1)CC(C)C)N1CCC(CC1)OC=1N=NC=CC1)C=1N=NNN1 ((1-(3-fluoro-5-isobutyl-2-(2H-tetrazol-5-yl)phenyl)piperidin-4-yl)oxy)pyridazine